methacrylyloxyethyltrimethyl-ammonium chloride [Cl-].C(C(=C)C)(=O)OCC[N+](C)(C)C